OC(COC(NS(=O)(=O)C=1SC(=CC1C1=CC(=C(C=C1)CN1C(=NC=C1)C)F)CC(C)C)=O)(C)C (3-(3-fluoro-4-((2-methyl-1H-imidazol-1-yl)methyl)-phenyl)-5-isobutylthiophene-2-yl)sulfonyl-carbamic acid 2-hydroxy-2-methylpropyl ester